4-[(1S)-1-[[1-[2-(3-Methylphenoxy)ethylamino]cyclohexanecarbonyl]amino]ethyl]benzoic acid, hydrochloride Cl.CC=1C=C(OCCNC2(CCCCC2)C(=O)N[C@@H](C)C2=CC=C(C(=O)O)C=C2)C=CC1